COC(=O)C1=CC(=NC=C1)C1=NOC(=N1)C12CCC(CC1)(CC2)OC(C2=CC(=CC(=C2)F)F)=O (5-(4-((3,5-difluorobenzoyl)oxy)bicyclo[2.2.2]oct-1-yl)-1,2,4-oxadiazol-3-yl)pyridine-4-carboxylic acid methyl ester